C[C@]1(CC[C@@H]2C(=CC[C@@H]3[C@@]2(CCC[C@]3(C)C(=O)[O-])C)C1)C=C The molecule is a monocarboxylic acid anion resulting from the deprotonation of 9beta-pimara-7,15-dien-19-oic acid; the major species at pH 7.3 It is a conjugate base of a 9beta-pimara-7,15-dien-19-oic acid.